(2R,3R,4R,5S)-5-(4-amino-5-fluoropyrrolo[2,1-f][1,2,4]triazin-7-yl)-4-fluoro-3-hydroxy-2-(hydroxymethyl)tetrahydrofuran-2-carbonitrile NC1=NC=NN2C1=C(C=C2[C@H]2[C@@H]([C@@H]([C@@](O2)(C#N)CO)O)F)F